FCCCN1C[C@H](CC1)OC1=CC=C(C=C1)C1=C(CCOC2=C1C=CC(=C2)O)C2=C1C=CNC1=CC=C2 5-[4-[(3S)-1-(3-Fluoropropyl)pyrrolidin-3-yl]oxyphenyl]-4-(1H-indol-4-yl)-2,3-dihydro-1-benzoxepin-8-ol